Cl.N[C@@H](C(C)C)C(=O)OC=1C(C(=O)NC2=C(C=C(C=C2)[N+](=O)[O-])Cl)=CC(=CC1)Cl 2-O-(L-valyl)-4'-nitro-2',5-dichlorosalicylanilide hydrochloride